N-(4,6-dichloro-5-propyl-pyrimidin-2-yl)-1-methyl-pyrazole-4-sulfonamide ClC1=NC(=NC(=C1CCC)Cl)NS(=O)(=O)C=1C=NN(C1)C